C(=O)O.FC1=CC(=CC2=C1N=C(O2)C)C=2C=C1C(NC(=NC1=CC2)C2CCNCC2)=O 6-(4-fluoro-2-methyl-1,3-benzooxazol-6-yl)-2-(piperidin-4-yl)quinazolin-4(3H)-one formate